N[C@H]1[C@@H]2N(C[C@H]1CC2)C(=O)C2=CC1=C(N(C(=N1)C=1N(C3=C(C=CC=C3C1)C1C(CC1)C(=O)O)CC1CC1)C)C(=C2)OC 2-(5-((1R,4R,7R)-7-amino-2-azabicyclo[2.2.1]heptane-2-carbonyl)-7-methoxy-1-methyl-1H-benzo[d]imidazol-2-yl-1-(cyclopropylmethyl)-1H-indol-7-yl)cyclobutane-1-carboxylic Acid